FC=1C=C(C=CC1F)N1C(OCC[C@H]1C1=NC2=C(N1[C@@H]1C[C@H](C1)OC)C=CC(=C2)C=2C(=NOC2C)C)=O (S)-3-(3,4-difluorophenyl)-4-(5-(3,5-dimethylisoxazol-4-yl)-1-((trans)-3-methoxycyclobutyl)-1H-benzo[d]imidazol-2-yl)-1,3-oxazinan-2-one